C1(CC1)CN(C1=CC(N(C=2C=CC(=NC12)C#N)C)=O)C1=CC2=C(OCCO2)C=C1 8-((cyclopropylmethyl)(2,3-dihydrobenzo[b][1,4]dioxin-6-yl)amino)-5-methyl-6-oxo-5,6-dihydro-1,5-naphthyridine-2-carbonitrile